C(#N)OC(C1=NC=CC(=C1)OC)=O cyano-4-methoxypicolinate